5-propenyl-bicyclo[2.2.1]-hept-2-ene C(=CC)C1C2C=CC(C1)C2